8-[(1R)-1-[(6-Chloro-2-methyl-3-pyridyl)oxy]ethyl]-3,6-dimethyl-2-phenyl-chromen-4-one ClC1=CC=C(C(=N1)C)O[C@H](C)C=1C=C(C=C2C(C(=C(OC12)C1=CC=CC=C1)C)=O)C